6-[7-fluoro-2-(4-piperidinyl)indazol-5-yl]quinoline FC1=CC(=CC2=CN(N=C12)C1CCNCC1)C=1C=C2C=CC=NC2=CC1